2-(1-(tert-Butoxycarbonyl)piperidin-4-yl)-6-isopropyl-5-(8-methoxy-[1,2,4]triazolo[1,5-a]pyridin-6-yl)-4H-pyrrolo[2,3-d]thiazole-4-carboxylic acid tert-butyl ester C(C)(C)(C)OC(=O)N1C(=C(C2=C1N=C(S2)C2CCN(CC2)C(=O)OC(C)(C)C)C(C)C)C=2C=C(C=1N(C2)N=CN1)OC